ethyl 5-(benzyloxy)-2-methylbenzo[b]thiophene-3-carboxylate C(C1=CC=CC=C1)OC1=CC2=C(SC(=C2C(=O)OCC)C)C=C1